5-(3,5-dimethyl-4H-1,2,4-triazol-4-yl)pyridin-2(1H)-one CC1=NN=C(N1C=1C=CC(NC1)=O)C